[Na+].S(=O)(=O)([O-])[O-].C(CCCCCCCCCCC)OCCCCCCCCCCCC.[Na+] Lauryl ether sulphate Sodium salt